nonadecyl myristoleate C(CCCCCCC\C=C/CCCC)(=O)OCCCCCCCCCCCCCCCCCCC